2-(6-Chloro-4-((S)-2-methylpiperazin-1-yl)-2-(((S)-1-methylpyrrolidin-2-yl)methoxy)pyrido[2,3-d]pyrimidin-7-yl)-3-fluorophenol ClC1=CC2=C(N=C(N=C2N2[C@H](CNCC2)C)OC[C@H]2N(CCC2)C)N=C1C1=C(C=CC=C1F)O